CC1=CC2=C(N(C(N=C2)SC)CCCC2=CC=C(C=C2)C2=CC=C(C=C2)C(F)(F)F)S1 6-methyl-2-(methylsulfanyl)-N-(3-[4'-(trifluoromethyl)-[1,1'-biphenyl]-4-yl]propyl)thieno[2,3-d]pyrimidin